ClC=1C=C(C=CC1F)NC(N(C1CCC=2NC(C=C(C21)C(F)(F)F)=O)CC(C)C)=O 3-(3-Chloro-4-fluorophenyl)-1-isobutyl-1-(2-oxo-4-(trifluoromethyl)-2,5,6,7-tetrahydro-1H-cyclopenta[b]pyridin-5-yl)urea